1-(2-Fluoro-6-(trifluoromethyl)phenyl)ethan-1-one FC1=C(C(=CC=C1)C(F)(F)F)C(C)=O